benzyl 8-methyl-4-[8-[2-(methylamino)ethyl]-7-oxo-2-[[1-(2-oxoethyl)pyrazol-4-yl]amino]pyrido[2,3-d]pyrimidin-6-yl]-2,3-dihydroquinoxaline-1-carboxylate CC=1C=CC=C2N(CCN(C12)C(=O)OCC1=CC=CC=C1)C1=CC2=C(N=C(N=C2)NC=2C=NN(C2)CC=O)N(C1=O)CCNC